OCC12CN(CC2(C1)C(F)(F)F)C1=C2C=CC=NC2=C(C=C1)C#N 5-(1-(Hydroxymethyl)-5-(trifluoromethyl)-3-azabicyclo[3.1.0]hexane-3-yl)quinoline-8-carbonitrile